1-(4-((5-methyl-1H-pyrazol-3-yl)amino)quinazolin-2-yl)piperidine-4-carboxylic acid CC1=CC(=NN1)NC1=NC(=NC2=CC=CC=C12)N1CCC(CC1)C(=O)O